ClC1=C(C(=C(N=N1)OC1=CC(=CC=C1)C(F)(F)F)C1=NOC[C@H](N1)CC1=C(C=C(C=C1)C)C)C |r| racemic-3-[6-chloro-5-methyl-3-[3-(trifluoromethyl)phenoxy]pyridazin-4-yl]-5-[(2,4-dimethylphenyl)methyl]-5,6-dihydro-4H-1,2,4-Oxadiazine